ethyl-5-oxo-1,4-dihydro-tetrazol C(C)N1N=NNC1=O